(3R,4R)-rel-2-(3-aminopiperidin-4-yl)-4,5-dichlorophenol N[C@H]1CNCC[C@@H]1C1=C(C=C(C(=C1)Cl)Cl)O |o1:1,6|